2-methacrylamidoethyl 4-((4-amino-2-(furan-2-yl)-1H-imidazo[4,5-c]quinolin-1-yl)methyl)benzylcarbamate NC1=NC=2C=CC=CC2C2=C1N=C(N2CC2=CC=C(CNC(OCCNC(C(=C)C)=O)=O)C=C2)C=2OC=CC2